tert-butyl 4-(3-(9-chloro-5,6,8,9,10,11-hexahydro-7H-5,9:7,11-dimethanobenzo[9]annulen-7-yl)ureido)piperidine-1-carboxylate ClC12CC3(CC(C4=C(C(C1)C3)C=CC=C4)C2)NC(NC2CCN(CC2)C(=O)OC(C)(C)C)=O